(6-(2-(aminomethyl)-6-(trifluoromethyl)benzofuran-5-yl)pyridin-3-yl)(4,4-difluoropiperidin-1-yl)methanone NCC=1OC2=C(C1)C=C(C(=C2)C(F)(F)F)C2=CC=C(C=N2)C(=O)N2CCC(CC2)(F)F